4-(4-(1-((4-fluoro-3-METHYLPHENYL)amino)ethyl)-1H-1,2,3-triazol-1-yl)benzoic acid FC1=C(C=C(C=C1)NC(C)C=1N=NN(C1)C1=CC=C(C(=O)O)C=C1)C